OC(=O)C(F)(F)F.NC1=C(C=CC=C1)NC(C1=CC=C(C=C1)CCCN1N=NC(=C1)CNC1C(C1)C1=CC=CC=C1)=O N-(2-aminophenyl)-4-(3-(4-(((2-phenylcyclopropyl)amino)methyl)-1H-1,2,3-triazol-1-yl)propyl)benzamide TFA Salt